C1CC12NCC(CC2)NC2=NC=C(C(=N2)C2=CNC=1C(N(CCCC12)C(C)C)=O)C(F)(F)F 3-[2-({4-azaspiro[2.5]octan-6-yl}amino)-5-(trifluoromethyl)pyrimidin-4-yl]-7-(propan-2-yl)-1H,4H,5H,6H,7H,8H-pyrrolo[2,3-c]azepin-8-one